C(C)C1(NC(N(C(C1)=O)C1C(COC2=CC=C(C=C12)C(=O)N[C@H]1[C@@](CC2=CC=CC=C12)(C)O)OC)=N)CC 4-(4,4-diethyl-2-imino-6-oxo-hexahydropyrimidin-1-yl)-N-[(1R,2S)-2-hydroxy-2-methyl-indan-1-yl]-3-methoxy-chromane-6-carboxamide